C1(CC1)C1CN(CC(O1)C=1C=NN(C1)C1CC1)S(=O)(=O)C1=CC=C(C)C=C1 2-cyclopropyl-6-(1-cyclopropylpyrazol-4-yl)-4-(p-toluenesulfonyl)morpholine